trans-[4-[(8-fluoro-2-methyl-[1,2,4]triazolo[1,5-a]pyridin-6-yl)methyl]cyclohexyl]-[(3S)-3-(6-methylpyridin-3-yl)-1,2-oxazolidin-2-yl]methanone FC=1C=2N(C=C(C1)C[C@@H]1CC[C@H](CC1)C(=O)N1OCC[C@H]1C=1C=NC(=CC1)C)N=C(N2)C